C(C)(C)(C)C1=CC2=C(NC(=N2)C2=NNC=C2N)C=C1 3-(5-(tert-butyl)-1H-benzo[d]imidazol-2-yl)-1H-pyrazol-4-amine